(2R,3R,4R,5R)-5-(6-benzamido-9H-purin-9-yl)-2-((bis(4-methoxyphenyl) (phenyl)methoxy)methyl)-4-fluorotetrahydrofuran-3-yl (2-cyanoethyl) diisopropylphosphoramidite C(C)(C)N(P(O[C@@H]1[C@H](O[C@H]([C@@H]1F)N1C2=NC=NC(=C2N=C1)NC(C1=CC=CC=C1)=O)COC(C1=CC=CC=C1)(C1=CC=C(C=C1)OC)C1=CC=C(C=C1)OC)OCCC#N)C(C)C